ethyl (E)-dimethylpropionate CC(C(=O)OCC)(C)C